N,1-dimethyl-imidazole-2-carboxamide CNC(=O)C=1N(C=CN1)C